CO.[Co].[Zn] zinc cobalt methanol